methyl 3-({[6-(5-chloro-2-fluorophenyl)-4-({2-[3-(4-methylpiperazin-1-yl)cyclobutaneamido]pyridin-4-yl}amino)pyridazin-3-yl]oxy}methyl)bicyclo[1.1.1]pentane-1-carboxylate ClC=1C=CC(=C(C1)C1=CC(=C(N=N1)OCC12CC(C1)(C2)C(=O)OC)NC2=CC(=NC=C2)NC(=O)C2CC(C2)N2CCN(CC2)C)F